C(N)(OC(CC)(C)CC)=O 1-ethyl-1-methylpropyl carbamate